O=C1NC(CCC[C@@H]1N1CC=2C(C1=O)=CSC2CNC(OC(C)(C)C)=O)=O tert-butyl (S)-((5-(2,7-dioxoazepan-3-yl)-4-oxo-5,6-dihydro-4H-thieno[3,4-c]pyrrol-1-yl)methyl)carbamate